CC1=C(C=NC(=C1)C)S(=O)(=O)N1CC2(C1)CN(CC2)C2CCOCC2 2-((4,6-Dimethylpyridin-3-yl)sulfonyl)-6-(tetrahydro-2H-pyran-4-yl)-2,6-diazaspiro[3.4]octane